BrC1=C(C(=C(C2=CN(N=C12)C)C(=O)OCC)NC(NC(C(Cl)(Cl)Cl)=O)=O)C ethyl 7-bromo-2,6-dimethyl-5-[(2,2,2-trichloroacetyl)carbamoylamino]indazole-4-carboxylate